α-cyano-3-phenoxybenzyl-2,2-dimethyl-3-(2-methylprop-1-enyl)cyclopropanecarboxylate C(#N)C(C1=CC(=CC=C1)OC1=CC=CC=C1)OC(=O)C1C(C1C=C(C)C)(C)C